(2R,3R,4S,5R,6R)-2-(hydroxymethyl)-5-methoxy-6-((5-(4-methyltetrahydro-2H-pyran-4-yl)isoxazol-3-yl)methyl)-4-(4-(3,4,5-trifluorophenyl)-1H-1,2,3-triazol-1-yl)tetrahydro-2H-pyran-3-ol OC[C@H]1O[C@@H]([C@@H]([C@H]([C@H]1O)N1N=NC(=C1)C1=CC(=C(C(=C1)F)F)F)OC)CC1=NOC(=C1)C1(CCOCC1)C